5-(dimethylamino)-2-(2,6-dioxopiperidin-3-yl)-3-oxoisoindoline-4-carbonitrile CN(C1=C(C=2C(N(CC2C=C1)C1C(NC(CC1)=O)=O)=O)C#N)C